FC(C1=CC=CC(=N1)C(=O)NC1=CC=2N(C=C1C(=O)[O-])N=C(C2)CCC(C)(C)O)F 5-[[6-(difluoromethyl) pyridine-2-carbonyl]amino]-2-(3-hydroxy-3-methyl-butyl)pyrazolo[1,5-a]pyridine-6-carboxylate